6-(2,6-difluoro-4-(7-(2-isopropoxyethoxy)-2-methyl-2H-indazol-4-yl)benzyl)-6,7-dihydro-5H-pyrrolo[3,4-b]pyridin-5-one-7,7-d2 FC1=C(CN2C(C3=NC=CC=C3C2=O)([2H])[2H])C(=CC(=C1)C=1C2=CN(N=C2C(=CC1)OCCOC(C)C)C)F